C(C=C)NS(=O)(=O)C=1N=C(NC1C=C)C(C1=CC(=C(C=C1)F)Cl)C1=CC(=C(C=C1)F)Cl N-allyl-2-(bis(3-chloro-4-fluorophenyl)methyl)-5-vinyl-1H-imidazole-4-sulfonamide